COCCOC(=O)\N=N\C(=O)OCCOC (E)-diazene-1,2-dicarboxylic acid bis(2-methoxyethyl) ester